2-((4,4-difluorocyclohexyl)amino)-6-(3,5-dimethyl-1H-pyrazol-1-yl)isonicotinonitrile FC1(CCC(CC1)NC=1C=C(C#N)C=C(N1)N1N=C(C=C1C)C)F